tert-butyl (exo)-3-[(6-{4-[1-(oxan-2-yl) pyrazol-4-yl]-1,3-benzothiazol-7-yl} pyridazin-3-yl) amino]-8-azabicyclo[3.2.1]octane-8-carboxylate O1C(CCCC1)N1N=CC(=C1)C1=CC=C(C2=C1N=CS2)C2=CC=C(N=N2)NC2CC1CCC(C2)N1C(=O)OC(C)(C)C